(R)-N-(1-(6,7-Difluoro-1-oxo-1,2-dihydroisoquinolin-4-yl)ethyl)-3,4,5-trifluoro-N-methylbenzamide FC=1C=C2C(=CNC(C2=CC1F)=O)[C@@H](C)N(C(C1=CC(=C(C(=C1)F)F)F)=O)C